(2,4-bis(trifluoromethyl)phenyl)-N-((2-(5-chloropyridin-2-yl)oxazol-5-yl)methyl)-N-(4-fluorophenyl)acetamide FC(C1=C(C=CC(=C1)C(F)(F)F)CC(=O)N(C1=CC=C(C=C1)F)CC1=CN=C(O1)C1=NC=C(C=C1)Cl)(F)F